C(C)(C)(C)OC(=O)NC1(CCN(CC1)C(=O)OCC1=CC=CC=C1)C benzyl 4-((tert-butoxycarbonyl) amino)-4-methylpiperidine-1-carboxylate